C=C(C)C1=CC=C(C=C1)O 4-(prop-1-ene-2-yl)phenol